(2R,3R,3aS,6S,6aR)-6-[(2-amino-3,5-difluoroquinolin-7-yl)methyl]-2-(4-amino-7H-pyrrolo[2,3-d]pyrimidin-7-yl)hexahydro-3aH-cyclopenta[b]furan-3,3a-diol NC1=NC2=CC(=CC(=C2C=C1F)F)C[C@@H]1CC[C@]2([C@@H]1O[C@H]([C@@H]2O)N2C=CC1=C2N=CN=C1N)O